ethyl 2-(4-acetyl-2-((7-(3-((1,1-dimethylethylsulfinamido)methyl)phenyl)-2-fluorobenzofuran-5-yl)methoxy)phenyl)acetate C(C)(=O)C1=CC(=C(C=C1)CC(=O)OCC)OCC=1C=C(C2=C(C=C(O2)F)C1)C1=CC(=CC=C1)CNS(=O)C(C)(C)C